5-bromo-3,3-dimethyl-1-indanone BrC=1C=C2C(CC(C2=CC1)=O)(C)C